4,8-bis(5-(4-(3-ethylheptyl)piperidin-1-yl)thiophen-2-yl)-6-propyl-5H-imidazo[5,4-f]-2,1,3-benzothiadiazole C(C)C(CCC1CCN(CC1)C1=CC=C(S1)C1=C2C(=C(C3=NSN=C31)C=3SC(=CC3)N3CCC(CC3)CCC(CCCC)CC)N=C(N2)CCC)CCCC